3-isocyanato-1-propyne N(=C=O)CC#C